N-(3-Chloro-4-fluorophenyl)-4-(5-hydroxy-5-(3-(1-hydroxyethyl)-1-methyl-1H-pyrazol-5-yl)octahydropentalen-2-yl)-1-methyl-1H-imidazole-5-carboxamide ClC=1C=C(C=CC1F)NC(=O)C1=C(N=CN1C)C1CC2CC(CC2C1)(C1=CC(=NN1C)C(C)O)O